nickel-europium-dysprosium-nickel oxide [Ni]=O.[Dy].[Eu].[Ni]